NC=1N(C=CN1)C1=CC(=NC=N1)NC(=O)[C@H]1[C@H](C1)F (1S,2S)-N-[6-(2-aminoimidazol-1-yl)pyrimidin-4-yl]-2-fluorocyclopropane-1-carboxamide